P(=O)#CC=1C(NC(N([C@H]2C[C@H](O)[C@@H](CO)O2)C1)=O)=O phosphoryl-deoxythymidine